dimethyl oxide tin [Sn].COC